C(C)OC(=O)C=1OC2=C(C1C)C=C(C=C2)S(N(CC)C2=C(C=CC(=C2)OC)CN(CC=2OC=CC2)C(C2=C(C=CC=C2)Cl)=O)(=O)=O 5-(N-(2-((2-chloro-N-(furan-2-ylmethyl)benzoylamino)methyl)-5-methoxyphenyl)-N-ethylsulfamoyl)-3-methylbenzofuran-2-carboxylic acid ethyl ester